butyl 1-carbonate C(OCCCC)([O-])=O